N-(3-((2-aminopyrimidin-5-yl)ethynyl)-2,4-difluorophenyl)-5-chloro-2-(difluoromethoxy)benzenesulfonamide NC1=NC=C(C=N1)C#CC=1C(=C(C=CC1F)NS(=O)(=O)C1=C(C=CC(=C1)Cl)OC(F)F)F